C(C)(=O)N1CCC2(CC(C(N2)=O)CC(C(=O)OC)NC([C@H](CC2=CC(=CC=C2)F)NC(=O)OCC2=CC(=CC=C2)Cl)=O)CC1 Methyl 3-(8-acetyl-2-oxo-1,8-diazaspiro[4.5]decan-3-yl)-2-((S)-2-((((3-chlorobenzyl)oxy)carbonyl)amino)-3-(3-fluorophenyl)propanamido)propanoate